C(=NN)(NN)NN.Cl triaminoguanidine hydrochloride